diisopropoxy(9-phenanthryl)(4-vinylphenyl)silane C(C)(C)O[Si](C1=CC=C(C=C1)C=C)(C=1C2=CC=CC=C2C=2C=CC=CC2C1)OC(C)C